O=C(C(=O)[O-])CCC(=O)N 2-oxoglutaramate